C(=O)(O)C1=C(C(=CC=C1C(=O)O)OCCCCCCOC1=CC=C(C=C1)\C=C\C(=O)C1=CC=C(C=C1)F)C1=C(C(C(=O)O)=CC=C1OCCCCCCOC1=CC=C(C=C1)\C=C\C(=O)C1=CC=C(C=C1)F)C(=O)O 3-[2,3-Dicarboxy-6-[6-[4-[(E)-3-(4-fluorophenyl)-3-oxoprop-1-enyl]phenoxy]hexoxy]phenyl]-4-[6-[4-[(E)-3-(4-fluorophenyl)-3-oxoprop-1-enyl]phenoxy]hexoxy]phthalic acid